2-(5-(ethylsulfonyl)-6-(2-(trifluoromethyl)pyrazolo[1,5-a]pyrimidin-5-yl)pyridin-2-yl)-[1,2,4]triazolo[4,3-a]pyridin-3(2H)-one C(C)S(=O)(=O)C=1C=CC(=NC1C1=NC=2N(C=C1)N=C(C2)C(F)(F)F)N2N=C1N(C=CC=C1)C2=O